FC1=CC=C(C(=O)NC2(CC2)C23CC(C2)(C3)NC(C3=NC=C(C=C3)C(F)(F)F)=O)C=C1 N-(3-(1-(4-fluorobenzamido)cyclopropyl)bicyclo[1.1.1]pentan-1-yl)-5-(trifluoromethyl)picolinamide